ClC=1C=CC(=C(C=O)C1)N1N=NC(=C1)[Sn](CCCC)(CCCC)CCCC 5-chloro-2-(4-(tributylstannyl)-1H-1,2,3-triazol-1-yl)benzaldehyde